COC1=C(C=CC(=C1)C(NC)=O)NCC#CC=1N(C2=CC=CC(=C2C1)NC1CCN(CC1)CCCCCCC(=O)OCC)CC(F)(F)F Ethyl 7-(4-((2-(3-((2-methoxy-4-(methylcarbamoyl)phenyl)amino)prop-1-yn-1-yl)-1-(2,2,2-trifluoroethyl)-1H-indol-4-yl)amino)piperidin-1-yl)heptanoate